C(C(C)C)(=O)OC1=C(C=NC2=C(C(=CC=C2)Cl)Cl)C=C(C=C1OC(C(C)C)=O)Br N-(2,3-bis(isobutyryl-oxy)-5-bromobenzylidene)-2,3-dichloro-benzenamine